COC1=C(C=C(C(=C1)CCC)OC)CC(CC)N 1-(2,5-dimethoxy-4-(n-propyl)phenyl)butan-2-amine